C(CCCCCCCCCCC)(=O)[O-].C(CCCCCCCCCCC)(=O)O.[K+] potassium laurate (dodecanoate)